(3R,11aS)-N-[(2,4-Difluorophenyl)methyl]-6-hydroxy-5,7-dioxo-3-(phenylmethyl)-2,3,5,7,11,11a-hexahydro[1,3]-oxazolo[3,2-a]pyrido[1,2-d]pyrazine-8-carboxamide FC1=C(C=CC(=C1)F)CNC(=O)C=1C(C(=C2N(C[C@H]3N(C2=O)[C@@H](CO3)CC3=CC=CC=C3)C1)O)=O